2-chloro-3-nitro-N-(3-(pyrrolidine-1-yl)benzyl)quinolin-4-amine ClC1=NC2=CC=CC=C2C(=C1[N+](=O)[O-])NCC1=CC(=CC=C1)N1CCCC1